C(C)(C)N[C@H]1CC=CC[C@@H]1CC=1C=C2CN(C(C2=CC1)=O)C1C(NC(CC1)=O)=O 3-(5-(((1R,6S)-6-(isopropylamino)cyclohex-3-en-1-yl)methyl)-1-oxoisoindolin-2-yl)piperidine-2,6-dione